C(#N)C1=C(C=C2C=C(N=CC2=C1)NCCCC(F)(F)F)C(F)(F)P(O)(O)=O ((7-cyano-3-((4,4,4-trifluorobutyl)amino)isoquinolin-6-yl)difluoromethyl)phosphonic acid